Cl.C1(CC1)C1=C(C=CC(=N1)C(=O)NC)N1CCNCC1 6-cyclopropyl-N-methyl-5-(piperazin-1-yl)pyridineamide HCl salt